FC1=C(C=C(C=C1)F)[C@@H]1N(C[C@H](C1)F)C=1N=C2N(N=CC=C2)C1\C=C\C1=CC=C(C=C1)N1CCNCC1 ((2R,4S)-2-(2,5-difluorophenyl)-4-fluoropyrrolidin-1-yl)-3-((E)-4-(piperazin-1-yl)styryl)imidazo[1,2-b]pyridazine